3,5-bis(3,5-di-tert-butylphenyl)-m-terphenyl bromide [Br-].C(C)(C)(C)C=1C=C(C=C(C1)C(C)(C)C)C=1C=C(C=C(C1)C1=CC(=CC(=C1)C(C)(C)C)C(C)(C)C)C1=CC(=CC=C1)C1=CC=CC=C1